7-cyano-N-isopentyl-4-(isopropylamino)-5H-pyrido[3,2-b]indole-3-carboxamide C(#N)C=1C=CC=2C3=C(NC2C1)C(=C(C=N3)C(=O)NCCC(C)C)NC(C)C